aniline-13C N[13C]1=CC=CC=C1